C(#N)C(CNC(=O)C=1C(=NC(=NC1)C(C)(F)F)OC1=CC=CC=C1)=C N-(2-cyanoallyl)-2-(1,1-difluoroethyl)-4-phenoxypyrimidine-5-carboxamide